(E)-5,5-dimethyl-2-[4-(4-pyridinyl)-2-piperazinylcarbonylamino]-3-hexenoic acid CC(/C=C/C(C(=O)O)NC(=O)C1NCCN(C1)C1=CC=NC=C1)(C)C